[3-14C]coumarin O1C(=O)[14CH]=CC2=CC=CC=C12